tert-butyl 4-((4-(4-Fluorophenyl)-1,2,3,4-tetrahydroquinoxaline-1-carboxamido)methyl)piperidine-1-carboxylate FC1=CC=C(C=C1)N1CCN(C2=CC=CC=C12)C(=O)NCC1CCN(CC1)C(=O)OC(C)(C)C